[2H]C([2H])([2H])N1CC[C@]23[C@@H]4[C@H]1CC5=C2C(=C(C=C5)OC)OC3C(=O)CC4 [2H3]-hydrocodone